3-chloropropyl-dimethyl-vinylsilane pivaloyloxymethyl-butyrate C(C(C)(C)C)(=O)OCOC(CCC)=O.ClCCC[Si](C=C)(C)C